Cl.N1=CC=C(C=C1)NC(=O)C1CNC1 N-(pyridin-4-yl)azetidine-3-carboxamide hydrochloride